O1C(CCCC1)N1N=CC(=C1)C1(CCC1)O 1-(1-(tetrahydro-2H-pyran-2-yl)-1H-pyrazol-4-yl)cyclobutanol